Cl.FC(C1=CC=C(C=C1)COC1=CC=C(C=C1)CN)(F)F 4-[(4-(trifluoromethyl)phenyl)methoxy]-benzenemethaneamine-hydrochloride